2-[1-(2,2-difluoroethyl)-1H-pyrazolo[3,4-b]pyrazin-6-yl]-7-[2-(trifluoromethyl)pyrimidin-5-yl]-2,7-diazaspiro[4.4]nonane FC(CN1N=CC=2C1=NC(=CN2)N2CC1(CC2)CN(CC1)C=1C=NC(=NC1)C(F)(F)F)F